(4-hydroxyphenyl)iodonium OC1=CC=C(C=C1)[IH+]